CN1N=C(C=C1C)NC1=NC=C(C(=N1)C1=CNC2=C(C=CC=C12)N1C(C2=NC=CC(=C2C1)C=1C=NC=CC1)=O)C 6-(3-(2-((1,5-dimethyl-1H-pyrazol-3-yl)amino)-5-methylpyrimidin-4-yl)-1H-indol-7-yl)-4-(pyridin-3-yl)-5,6-dihydro-7H-pyrrolo[3,4-b]pyridin-7-one